NCC#CC1=C(C(=O)OC)C=C(C=C1)NC(CCN)=O methyl 2-(3-aminoprop-1-yn-1-yl)-5-(3-aminopropanamido)benzoate